OC1=NC=CC(=N1)C1=CC=C(C(=O)O)C=C1 4-(2-hydroxypyrimidin-4-yl)benzoic acid